N-(6-fluoro-1-methyl-1H-benzo[d]imidazol-5-yl)-1,1-diphenylmethanimine FC=1C(=CC2=C(N(C=N2)C)C1)N=C(C1=CC=CC=C1)C1=CC=CC=C1